(E)-N'-(6,7-dihydroquinolin-8(5H)-ylidene)-6-(4-methylpyridin-2-yl)-2,6-diazaspiro[3.3]heptane-2-thiohydrazide N1=CC=CC=2CCC/C(/C12)=N\NC(=S)N1CC2(C1)CN(C2)C2=NC=CC(=C2)C